tri[2-(dimethylamino)ethyl]Amine CN(CCN(CCN(C)C)CCN(C)C)C